(3R,4S)-3-fluoro-4-(prop-2-yn-1-yloxy)piperidine-1-carboxylic acid tert-butyl ester C(C)(C)(C)OC(=O)N1C[C@H]([C@H](CC1)OCC#C)F